CC1OC(CC(O1)O)C 2,6-dimethyl-1,3-dioxane-4-ol